2-[3-(4-phenyl-1,3,4-oxadiazol-2-yl)phenyl]-9H-carbazole C1(=CC=CC=C1)N1N=C(OC1)C=1C=C(C=CC1)C1=CC=2NC3=CC=CC=C3C2C=C1